tris-phenyl-pentaerythritol diphosphite OP(O)OP(O)O.C1(=CC=CC=C1)C(C(C(O)(C1=CC=CC=C1)C1=CC=CC=C1)(CO)CO)O